(S)-2-amino-3-(4,6-dimethyl-2-oxo-1,2-dihydroquinolin-3-yl)propanamide N[C@H](C(=O)N)CC=1C(NC2=CC=C(C=C2C1C)C)=O